BrCCCCCC(OC)OC 6-bromo-1,1-dimethoxyhexane